(4-(((3-(3-chloro-4-(2-chloroethoxy)-5-cyanophenyl)-2,3-dihydro-1H-inden-5-yl)oxy)methyl)pyrimidin-2-yl)methanesulfonamide ClC=1C=C(C=C(C1OCCCl)C#N)C1CCC2=CC=C(C=C12)OCC1=NC(=NC=C1)CS(=O)(=O)N